N[C@@H](CCC(=O)O)C(=O)CN glutamylmethylamine